[Cl-].ClC1N(CCN1C1=CC=CC=C1)C1=CC=CC=C1 2-chloro-1,3-diphenylimidazoline chloride